ClC1=NN(C=C1NC1=NC=C(C(=N1)OCC1CCC(CC1)O)F)C(C)C (1R,4S)-4-(((2-((3-chloro-1-isopropyl-1H-pyrazol-4-yl)amino)-5-fluoropyrimidin-4-yl)oxy)methyl)cyclohexan-1-ol